2-methyl-4-[[4-(4,4,5,5-tetramethyl-1,3,2-dioxaborolan-2-yl)pyrazol-1-yl]methyl]aniline CC1=C(N)C=CC(=C1)CN1N=CC(=C1)B1OC(C(O1)(C)C)(C)C